N,N-di-isopropylethylenediamine C(C)(C)N(CCN)C(C)C